4-((1S,3R)-3-hydroxycyclobutyl)butan-2-one Ethyl-6-(3-acetoxypropyl)-2-amino-7-oxo-6-phenyl-4,5,6,7-tetrahydrobenzo[b]thiophene-3-carboxylate C(C)OC(=O)C=1C2=C(SC1N)C(C(CC2)(C2=CC=CC=C2)CCCOC(C)=O)=O.OC2CC(C2)CCC(C)=O